N-isopropyl-N,N-dimethyl-amine C(C)(C)N(C)C